N-(5-(difluoromethoxy)-1H-pyrazol-3-yl)-6-((tetrahydro-2H-pyran-4-yl)methyl)pyrazin-2-amine FC(OC1=CC(=NN1)NC1=NC(=CN=C1)CC1CCOCC1)F